C[C@H]1CN(CCO1)Cl (S)-2-methyl-morpholin-4-yl chloride